5,7-dimethoxy-3-(4-((1-((4-methoxyphenyl)sulfonyl)-1H-benzimidazol-2-yl)thio)butyloxy)-2-(3,4,5-trimethoxyphenyl)-4H-chromen-4-one COC1=C2C(C(=C(OC2=CC(=C1)OC)C1=CC(=C(C(=C1)OC)OC)OC)OCCCCSC1=NC2=C(N1S(=O)(=O)C1=CC=C(C=C1)OC)C=CC=C2)=O